N1C(NC2C1CCCCO2)=O hexahydro-1H-oxacyclohepta[3,4-d]imidazol-2(3H)-one